(R)-(1-(4-fluorophenyl)-6-((1-methyl-1H-pyrazol-4-yl)sulfonyl)-4,4a,5,6,7,8-hexahydro-1H-pyrazolo[3,4-g]isoquinolin-4a-yl)(5-methylthiazol-2-yl)methanone FC1=CC=C(C=C1)N1N=CC2=C1C=C1CCN(C[C@]1(C2)C(=O)C=2SC(=CN2)C)S(=O)(=O)C=2C=NN(C2)C